C1(CC1)C=1C(=NC=C(N1)C=1N=NN(C1CO)C)OC1CCCCC1 (1S,3S)-3-((3-cyclopropyl-5-(5-(hydroxymethyl)-1-methyl-1H-1,2,3-triazol-4-yl)pyrazin-2-yl)oxy)cyclohexane